OC1=C(C=CC=C1)C(C(=O)OC)C(OC)OC methyl 2-(2-hydroxyphenyl)-3,3-dimethoxypropionate